Methyl (E)-(3-(2-methoxyphenyl)acryloyl)-L-phenylalaninate COC1=C(C=CC=C1)/C=C/C(=O)N[C@@H](CC1=CC=CC=C1)C(=O)OC